FC1=C2C=C(NC2=CC(=C1)F)C(=O)N1C2CCC([C@H]1C(=O)N[C@@H](C[C@H]1C(NCC1)=O)C(CO)=O)CC2 (S)-2-(4,6-Difluoro-1H-indole-2-carbonyl)-N-((S)-4-hydroxy-3-oxo-1-((S)-2-oxopyrrolidin-3-yl)butan-2-yl)-2-azabicyclo[2.2.2]octane-3-carboxamide